1-(4-(3-hydroxyoxetan-3-yl)benzoyl)-4-(4-(trifluoromethyl)phenoxy)piperidine-3-carboxylic acid OC1(COC1)C1=CC=C(C(=O)N2CC(C(CC2)OC2=CC=C(C=C2)C(F)(F)F)C(=O)O)C=C1